acetic acid [(2R,3R,4R)-4,5-diacetoxy-2-[2-(dimethylamino)-2-oxo-ethyl] tetrahydrofuran-3-yl] ester C(C)(=O)O[C@@H]1[C@@H]([C@H](OC1OC(C)=O)CC(=O)N(C)C)OC(C)=O